N-((5-(2-fluoro-4-(trifluoromethyl)phenyl)-1,2,4-oxadiazol-3-yl)methyl)-2-chlorobenzamide FC1=C(C=CC(=C1)C(F)(F)F)C1=NC(=NO1)CNC(C1=C(C=CC=C1)Cl)=O